5-Tert-butyl-2-(chloromethyl)oxazole C(C)(C)(C)C1=CN=C(O1)CCl